5-[4-amino-5-(trifluoromethyl)pyrrolo[2,1-f][1,2,4]triazin-7-yl]-N-[(3R,4S)-1-(2,2-difluoro-1-methylcyclopropanecarbonyl)-4-fluoropyrrolidin-3-yl]-2-methoxypyridine-3-carboxamide NC1=NC=NN2C1=C(C=C2C=2C=C(C(=NC2)OC)C(=O)N[C@@H]2CN(C[C@@H]2F)C(=O)C2(C(C2)(F)F)C)C(F)(F)F